5'-Bromo-2-ethyl-1',2'-dihydrospiro[cyclopropane-1,3'-pyrrolo[2,3-b]pyridine] BrC=1C=C2C(=NC1)NCC21C(C1)CC